3-(5-(1-methyl-piperidin-4-yloxy)pyrimidin-2-yl)-N-(3-methylpyridin-2-yl)-1,2,4-thiadiazol-5-amine CN1CCC(CC1)OC=1C=NC(=NC1)C1=NSC(=N1)NC1=NC=CC=C1C